2-((3-(trans-2-hydroxy-2-methylcyclobutoxy)-1-(methyl-d3)-1H-pyrazol-4-yl)amino)-7-((S)-1-methoxypropane-2-yl)-7H-pyrrolo[2,3-d]pyrimidine-6-carbonitrile O[C@]1([C@@H](CC1)OC1=NN(C=C1NC=1N=CC2=C(N1)N(C(=C2)C#N)[C@H](COC)C)C([2H])([2H])[2H])C